C(C)(=O)C1=NN(C2=C(C=C(C=C12)C=1C=NC(=NC1)C)C)CC(=O)N1[C@@H]2C[C@@]2(C[C@H]1C(=O)N[C@H](C)C1=CC=CC=C1)C (1R,3S,5R)-2-(2-(3-acetyl-7-methyl-5-(2-methylpyrimidin-5-yl)-1H-indazol-1-yl)acetyl)-5-methyl-N-((R)-1-phenylethyl)-2-azabicyclo[3.1.0]hexane-3-carboxamide